4,6-di-tertiary butyl-m-ethylphenol C(C)(C)(C)C1=C(C=C(C(=C1)C(C)(C)C)O)CC